C(C)(C)(C)N1N=CC(=C1C(=O)NCCC1=C(C=C(C=C1)Cl)Cl)C(C1=CC(=CC=C1)C(F)(F)F)=O 1-(tert-butyl)-N-(2,4-dichlorophenethyl)-4-(3-(trifluoromethyl)benzoyl)-1H-pyrazole-5-carboxamide